ClC=1C(=NC=C(C1[C@@H](CCC=C)N)OC)F (R)-1-(3-Chloro-2-fluoro-5-methoxypyridin-4-yl)pent-4-en-1-amine